F[C@@H]1C[C@@]2(CCCN2C1)COC=1N=C(C2=C(N1)C(=C(N=C2)C2=CC(=CC1=CC=C(C(=C21)C#C)F)O)F)N2CCOCCC2C 4-(2-{[(2R,7aS)-2-fluoro-hexahydro-1H-pyrrolizin-7a-yl]methoxy}-8-fluoro-4-(5-methyl-1,4-oxazepan-4-yl)pyrido[4,3-d]pyrimidin-7-yl)-5-ethynyl-6-fluoronaphthalen-2-ol